NC=1C(=NN(C(C1C1=CC=C(C=C1)OC(F)F)=O)C1=CC2=CN(N=C2C=C1)C)C=O 4-amino-5-(4-(difluoromethoxy)phenyl)-1-(2-methyl-2H-indazol-5-yl)-6-oxo-1,6-dihydropyridazine-3-carbaldehyde